CC=1C=CC=C2C=CN=C(C12)N(C(=O)N1CC=2N(CC1)C(=NN2)C2=CC=CC=C2)[C@H]2CN(CCC2)C(=O)OC(C)(C)C tert-butyl (R)-3-(N-(8-methylisoquinolin-1-yl)-3-phenyl-5,6,7,8-tetrahydro-[1,2,4]triazolo[4,3-a]pyrazine-7-carboxamido)piperidine-1-carboxylate